ClC=1C=CC2=C(N=C(O2)C2CC3(CC(C3)NC(=O)C=3OC(=CC3)S(NC(CC)=O)(=O)=O)C2)C1 N-[6-(5-chloro-1,3-benzoxazol-2-yl)spiro[3.3]Heptane-2-yl]-5-(propionylsulfamoyl)furan-2-carboxamide